CN(C(=O)C=1NN=C2C1CN(CC2)C(=O)C=2NC1=CC(=CC(=C1C2)C)F)C2(CC2)C2=NC=C(C=N2)C(=O)O 2-{1-[N-methyl-5-(6-fluoro-4-methyl-1H-indole-2-carbonyl)-2H,4H,5H,6H,7H-pyrazolo[4,3-c]pyridine-3-amido]cyclopropyl}pyrimidine-5-carboxylic acid